[4-Fluoro-3-(7-morpholin-4-ylquinazolin-4-yl)phenyl]-(6-methoxypyridazin-3-yl)methanol FC1=C(C=C(C=C1)C(O)C=1N=NC(=CC1)OC)C1=NC=NC2=CC(=CC=C12)N1CCOCC1